COC1=C(C=CC=2CC3N(CCC=4C=CC5=C(C34)NC(O5)=O)CC12)OC 10,11-dimethoxy-6,7,14,14a-tetrahydro-1H-isoquinolino[3,2-a]Oxazolo[5,4-h]Isoquinolin-2(9H)-one